[Ce].[Fe].[La] lanthanum-iron-cerium